4-(3-bromoprop-1-en-1-yl)-5-chloro-3-(difluoromethyl)-1-isopropyl-1H-pyrazole BrCC=CC=1C(=NN(C1Cl)C(C)C)C(F)F